N-((S)-5-(7,7-difluoro-2-((2S,3R)-3-hydroxy-2-methylazetidin-1-yl)-6,7-dihydro-5H-cyclopenta[d]pyrimidin-4-yl)-3,3-dimethyl-2,3-dihydro-1H-inden-1-yl)methanesulfonamide FC1(CCC2=C1N=C(N=C2C=2C=C1C(C[C@@H](C1=CC2)NS(=O)(=O)C)(C)C)N2[C@H]([C@@H](C2)O)C)F